C(C)N1CCN(CC1)CCBr ethyl-4-(2-bromoethyl)piperazine